2-chloro-8-methoxy-8-(trifluoromethyl)-7,8-dihydro-6H-pyrazolo[1,5-a]pyrrolo[2,3-e]pyrimidine-6-carboxylic acid tert-butyl ester C(C)(C)(C)OC(=O)N1CC(C2=C1C=NC=1N2N=C(C1)Cl)(C(F)(F)F)OC